CC1N(CC2(C1)CCN(CC2)C(=O)OC(C)(C)C)C(=O)OCC2=CC=CC=C2 2-benzyl 8-tert-butyl 3-methyl-2,8-diazaspiro[4.5]decane-2,8-dicarboxylate